COC(=O)C1=CN=C2C(=CNC2=C1)C=O 3-FORMYL-4-AZAINDOLE-6-CARBOXYLIC ACID METHYL ESTER